FC1=CC2=C3C(C=C(N=C3N(C(=C2)C(F)(F)F)C2=CC=CC=C2)C(F)(F)F)=C1 5-fluoro-1-phenyl-2,8-bis(trifluoromethyl)-1H-benzo[de][1,8]naphthyridine